4-{[3-methoxy-4-(1-methyl-1H-1,2,4-triazol-3-yl)pyridin-2-yl]amino}-N-(2H3)methyl-6-({2-oxo-2H-[1,3'-bipyridin]-6'-yl}amino)pyridazine-3-carboxamide COC=1C(=NC=CC1C1=NN(C=N1)C)NC1=C(N=NC(=C1)NC1=CC=C(C=N1)N1C(C=CC=C1)=O)C(=O)NC([2H])([2H])[2H]